C(C)(C)(C)OC(=O)N1CC(C(CC1)C1=NC=C(C=C1)C(C)(F)F)C 4-[5-(1,1-difluoroethyl)-2-pyridinyl]-3-methyl-piperidine-1-carboxylic acid tert-butyl ester